OC(CCNC(N)=O)O N'-di-hydroxypropyl-urea